C(CCCCCCCCCC=CCCCCCCCC)(=O)OCCCCCCCCCCCCCCCCCCCCCC docosyl eicosa-11-enoate